BrC1=CC=C(C(=N1)OCC1=CC=C(C=C1)N1N=NC=C1)F 6-bromo-3-fluoro-2-[[4-(triazol-1-yl)phenyl]methoxy]pyridine